C1CCN2CCCC12C(=O)OC methyl tetrahydro-1H-pyrrolizine-7a(5H)-carboxylate